(5-Bromopyridin-2-yl)(4-(4-methylpiperazin-1-yl)piperidin-1-yl)methanone BrC=1C=CC(=NC1)C(=O)N1CCC(CC1)N1CCN(CC1)C